1-acetamido-4-bromonaphthalene C(C)(=O)NC1=CC=C(C2=CC=CC=C12)Br